2-[4-(5-Amino-4-cyano-1-isopropylpyrazol-3-yl)phenyl]-N-[3-(2,2-dimethylpropyl)-1,2-oxazol-5-yl]acetamide NC1=C(C(=NN1C(C)C)C1=CC=C(C=C1)CC(=O)NC1=CC(=NO1)CC(C)(C)C)C#N